FCN1N=CC(=C1)C=1C=C(C(=O)NC=2N(C=C(N2)CCCC(=O)O)C2=CC=CC=C2)C=CC1 4-(2-(3-(1-(fluoromethyl)-1H-pyrazol-4-yl)benzoylamino)-1-phenyl-1H-imidazol-4-yl)butanoic acid